CC(C)C[C@@H](C(=O)O)NC(=O)OC(C)(C)C N-(tert-Butoxycarbonyl)-L-leucine